Cl.C1(=CC=C(C=C1)N1C(N(C2=NC=CC=C21)C2CCNCC2)=O)C2=CC=CC=C2 1-([1,1'-biphenyl]-4-yl)-3-(piperidin-4-yl)-1,3-dihydro-2H-imidazo[4,5-b]pyridin-2-one hydrochloride